Sodium dibutylnaphthalenesulphonate, sodium salt [Na+].C(CCC)C=1C(=C(C2=CC=CC=C2C1)S(=O)(=O)[O-])CCCC.[Na+].C(CCC)C=1C(=C(C2=CC=CC=C2C1)S(=O)(=O)[O-])CCCC